FC1=C(C(=CC=C1)F)NC1=NC(=NC(=C1C=O)C1=C(C=C(C=C1)F)C)S(=O)(=O)C 4-(2,6-difluoro-phenylamino)-6-(4-fluoro-2-methyl-phenyl)-2-methylsulfonyl-pyrimidine-5-carbaldehyde